C1(=CC=CC=C1)C1=CC(=C(C=C1)N1C2=CC=CC=C2C=2C=C(C=CC12)C1=CC=C(C=C1)Cl)C1=CC=CC=C1 9-([1,1':3',1''-terphenyl]-4'-yl)-3-(4-chlorophenyl)-9H-carbazole